[Si](C)(C)(C(C)(C)C)OC[C@@H](C1=CC=C(C=C1)C1=C(N=CS1)C)N[S@@](=O)C(C)(C)C (S)-N-[(1R)-2-[(tert-butyldimethylsilyl)oxy]-1-[4-(4-methyl-1,3-thiazol-5-yl)phenyl]ethyl]-2-methylpropane-2-sulfinamide